2,6-dinitro-4-trifluoromethylaniline [N+](=O)([O-])C1=C(N)C(=CC(=C1)C(F)(F)F)[N+](=O)[O-]